ethyl 3-(2-(trifluoromethyl) phenethyl)-1H-pyrazole-5-carboxylate (ethyl 3-(2-(trifluoromethyl) phenylethanyl)-1H-pyrazole-5-carboxylate) C(C)N1N=C(C=C1C(=O)O)CCC1=C(C=CC=C1)C(F)(F)F.FC(C1=C(CCC2=NNC(=C2)C(=O)OCC)C=CC=C1)(F)F